(S)-2-((4-(di-methylphosphoryl)-2-methoxyphenyl)amino)-4-((tetrahydrofuran-3-yl)amino)-7H-pyrrolo[2,3-d]pyrimidine-5-carbonitrile CP(=O)(C)C1=CC(=C(C=C1)NC=1N=C(C2=C(N1)NC=C2C#N)N[C@@H]2COCC2)OC